Methyl 2-[4-[5-amino-4-cyano-1-[1,2,2,2-tetradeuterio-1-(trideuteriomethyl)ethyl] pyrazol-3-yl]phenyl]propanoate NC1=C(C(=NN1C(C([2H])([2H])[2H])(C([2H])([2H])[2H])[2H])C1=CC=C(C=C1)C(C(=O)OC)C)C#N